BrCC(=O)C=1C=CC(=C(C1)N1C=NC2=CC=CC=C2C1=O)OC(C)C 3-(5-(2-bromoacetyl)-2-isopropoxyphenyl)-4-oxo-3,4-dihydroquinazolin